2-(3-(2-((1,2-dimethylhydrazinyl)methyl)-1H-pyrrolo[2,3-b]pyridin-1-yl)-N-methylpropanamido)propanoate CN(NC)CC1=CC=2C(=NC=CC2)N1CCC(=O)N(C)C(C(=O)[O-])C